C(C)OC=1C=C2C(=C(C=NC2=CC1)C(=O)OCC)NC1=C(C=CC=C1)OC ethyl 6-ethoxy-4-[(2-methoxyphenyl)amino]-3-quinolinecarboxylate